2-(trifluoromethylphenyl)-1H-pyrazole-4-carbonitrile FC(F)(F)C1=C(C=CC=C1)N1NC=C(C1)C#N